8-Chloro-5-(3-chloropiperazin-1-yl)-2,3-dihydro-1,4-benzodioxine ClC1=CC=C(C2=C1OCCO2)N2CC(NCC2)Cl